5-{2-[(3-exo)-9-Azabicyclo[3.3.1]non-3-yl(methyl)amino][1,3]thiazolo[5,4-b]pyridin-5-yl}-2-methyl-2H-indazol-7-carbonitril C12CC(CC(CCC1)N2)N(C=2SC1=NC(=CC=C1N2)C2=CC1=CN(N=C1C(=C2)C#N)C)C